O=C1N(C(C2=CC=CC=C12)=O)CCC(=O)Cl 3-(1,3-dioxoisoindolin-2-yl)propionyl chloride